7-((4-(2-chloro-6-(methylcarbamoyl)pyridin-3-yl)piperazin-1-yl)methyl)-6-fluoro-2-methylpyrazolo[1,5-a]quinoxalin-4(5H)-one ClC1=NC(=CC=C1N1CCN(CC1)CC=1C(=C2NC(C=3N(C2=CC1)N=C(C3)C)=O)F)C(NC)=O